C(#N)C1=C(C=C(C=C1)N(CCC1OCC2(CN(C2)C(=O)OC(C)(C)C)CO1)CC=1C=NC(=CC1)C)F tert-butyl 7-(2-((4-cyano-3-fluorophenyl)((6-methylpyridin-3-yl)methyl)amino)ethyl)-6,8-dioxa-2-azaspiro[3.5]nonane-2-carboxylate